NC1=C2N=C(N(C2=NC(=N1)OCCCC)CC1=CC=C(C=C1)CN1CCNCC1)O 6-amino-2-butoxy-9-(4-(piperazin-1-ylmethyl)benzyl)-9H-purin-8-ol